COC1=NC=C(C=C1C(F)(F)F)C1(OC1)C 2-methoxy-5-(2-methyl-oxiran-2-yl)-3-(trifluoromethyl)pyridine